methyl 2-chloro-4-[4-(trifluoromethyl)-1H-imidazol-2-yl]benzoate ClC1=C(C(=O)OC)C=CC(=C1)C=1NC=C(N1)C(F)(F)F